tert-butyl ((1S,3r)-3-(4-(2-fluorophenyl)-5-(5-(methylsulfonyl)pyridin-2-yl)-4H-1,2,4-triazol-3-yl)cyclobutyl)carbamate FC1=C(C=CC=C1)N1C(=NN=C1C1=NC=C(C=C1)S(=O)(=O)C)C1CC(C1)NC(OC(C)(C)C)=O